7-methyl-3-methylene-7-octenal Diethyl Acetal C(C)OC(CC(CCCC(=C)C)=C)OCC